1,3-diethylpyrrolidinium cyanide [C-]#N.C(C)[NH+]1CC(CC1)CC